N1(CCCC1)CCCNC1=CC=C(C(=O)N)C=C1 4-((3-(pyrrolidin-1-yl)propyl)amino)benzamide